(S)-2-(5-bromo-3-methyl-2,4-dioxo-3,4-dihydropyrimidin-1(2H)-yl)-4-methylpentanoic acid methyl ester COC([C@H](CC(C)C)N1C(N(C(C(=C1)Br)=O)C)=O)=O